2-(7-(4-(1-methylpiperidin-4-yl)phenyl)-4-oxoquinazolin-3(4H)-yl)-2-phenyl-N-(thiazol-2-yl)acetamide CN1CCC(CC1)C1=CC=C(C=C1)C1=CC=C2C(N(C=NC2=C1)C(C(=O)NC=1SC=CN1)C1=CC=CC=C1)=O